The molecule is a scyllo-inositol phosphate that is 1D-3-amino-1-guanidino-1,3-dideoxy-scyllo-inositol carrying a single phospho substituent at position 6. It derives from a scyllo-inositol. It is a tautomer of a 1D-3-amino-1-guanidino-1,3-dideoxy-scyllo-inositol 6-phosphate dizwitterion. [C@@H]1([C@@H]([C@H]([C@@H]([C@H]([C@@H]1O)O)OP(=O)(O)O)N=C(N)N)O)N